6-(1-(1-((1R,3S)-3-aminocyclohexane-1-carbonyl)piperidin-4-yl)-1H-pyrazol-4-yl)-4-methoxypyrazolo[1,5-a]pyridine-3-carbonitrile N[C@@H]1C[C@@H](CCC1)C(=O)N1CCC(CC1)N1N=CC(=C1)C=1C=C(C=2N(C1)N=CC2C#N)OC